4-(4-methoxycarbonylphenyl)butanoic acid COC(=O)C1=CC=C(C=C1)CCCC(=O)O